(7R,14R)-1-(difluoromethoxy)-6-(methyl-d3)-11-(((R)-pyrrolidin-2-yl)ethynyl)-6,7-dihydro-7,14-methanobenzo[f]benzo[4,5]imidazo[1,2-a][1,4]diazocin-5(14H)-one FC(OC1=CC=CC=2C(N([C@H]3C=4N([C@@H](C21)C3)C3=C(N4)C=CC(=C3)C#C[C@@H]3NCCC3)C([2H])([2H])[2H])=O)F